NC([C@H](CC(C)C)NC(C(CC)(C1=CC=C(C=C1)CC)NC(=O)C=1C=NN2C1C[C@@H](CC2(C)C)C2=CC=CC=C2)=O)=O (5R)-N-(1-(((2S)-1-amino-4-methyl-1-oxopent-2-yl)amino)-2-(4-ethylphenyl)-1-oxobutan-2-yl)-7,7-dimethyl-5-phenyl-4,5,6,7-tetrahydropyrazolo[1,5-a]pyridine-3-carboxamide